BrC1=CC=C(C=C1)N1N=CC2=CC(=C(C(=C12)F)O)F 1-(4-bromophenyl)-5,7-difluoro-1H-indazol-6-ol